[Cl-].FC1=CC=C(C[NH2+]CC2=C(C=C(C=C2OC)OC)\C=C\C2=CC=C(C=C2)OCC(C)C)C=C1 (E)-N-(4-fluorobenzyl)-1-(2-(4-isobutoxystyryl)-4,6-dimethoxyphenyl)METHANAMINIUM CHLORIDE